C1(CC1)COC1=NC=CC(=C1)C=O 2-(cyclopropylmethoxy)pyridine-4-carbaldehyde